ClC1=NC=CC(=C1F)C=1C(=NN(N1)C)C(C1CC1)N(C(OC(C)(C)C)=O)C tert-butyl ((5-(2-chloro-3-fluoropyridin-4-yl)-2-methyl-2H-1,2,3-triazol-4-yl)(cyclopropyl)methyl)(methyl)carbamate